N1C=CC=2C1=NC=C(C2)C(=O)NCC=2C=C(C(=O)[O-])C=CC2C.[Li+] lithium 3-((1H-pyrrolo[2,3-b]pyridine-5-carboxamido)methyl)-4-methylbenzoate